3,3-Dimethyl-6-{5-[7-(pyrrolidin-1-yl)-6,7,8,9-tetrahydro-5H-benzo[7]annulen-2-yl]-1H-pyrazolo[3,4-b]pyridin-3-yl}-2,3-dihydro-1λ6,2-benzothiazole-1,1-dione CC1(NS(C2=C1C=CC(=C2)C2=NNC1=NC=C(C=C12)C=1C=CC2=C(CCC(CC2)N2CCCC2)C1)(=O)=O)C